((4-(2-(3-chlorophenyl-methyl)-5-methyl-oxazol-4-yl)phenoxy)methyl)nicotinic acid 2,5-dioxopyrrolidin-1-yl ester O=C1N(C(CC1)=O)OC(C1=C(N=CC=C1)COC1=CC=C(C=C1)C=1N=C(OC1C)CC1=CC(=CC=C1)Cl)=O